2-[4'-chloro-2'-(4-methyl-1,2,4-triazol-3-yl)-[1,1'-biphenyl]-3-yl]-1,3-benzoxazole-5-carboxylic acid ClC1=CC(=C(C=C1)C1=CC(=CC=C1)C=1OC2=C(N1)C=C(C=C2)C(=O)O)C2=NN=CN2C